Cl.CC12CC(NC2C1)C(=O)N 5-methyl-2-azabicyclo[3.1.0]hexane-3-carboxamide hydrochloride